((5-(3-(4-(trifluoromethyl)phenyl)-1H-indazol-1-yl)-1,3,4-oxadiazol-2-yl)methyl)acrylamide sodium [Na].FC(C1=CC=C(C=C1)C1=NN(C2=CC=CC=C12)C1=NN=C(O1)CC(C(=O)N)=C)(F)F